N1N(C=CC=C1)C(=O)NN Pyridazine-2-carbohydrazide